ClC1=CC2=C(N=C(S2)NC2CC3(CC(C3)OC3=C(C(=O)N)C=CC=N3)C2)C=C1 2-(((2s,4s,6s)-6-((6-chlorobenzo[d]thiazol-2-yl)amino)spiro[3.3]heptan-2-yl)oxy)nicotinamide